O=C1CCOC2=CC(=CC=C12)O[C@@H](C1=CC=C(C(=O)N)C=C1)C1=CC=NC2=CC=CC=C12 (S)-4-(((4-oxochroman-7-yl)oxy)(quinolin-4-yl)methyl)benzamide